(1s,4s)-4-(2-chloro-3-(9-(5-chloro-2-methoxybenzyl)-6-(1-methylcyclopropoxy)-9H-purin-8-yl)phenoxy)cyclohexane-1-carboxylic acid ClC1=C(OC2CCC(CC2)C(=O)O)C=CC=C1C=1N(C2=NC=NC(=C2N1)OC1(CC1)C)CC1=C(C=CC(=C1)Cl)OC